C1=CC=CC=2C3=CC=CC=C3C(C12)COC(=O)N1CC2(CC2(F)F)CC1C(=O)O 5-{[(9H-fluoren-9-yl)methoxy]carbonyl}-1,1-difluoro-5-azaspiro[2.4]heptane-6-carboxylic acid